C1=C(NC=N1)C[C@@H](C(=O)O)NC(=O)CCCN N-(4-aminobutyryl)-L-histidine